2-(4,4-dimethylpiperidin-1-yl)aniline CC1(CCN(CC1)C1=C(N)C=CC=C1)C